C(C)(C)(C)C1=CC=2C(C3=CC=C(C=C3C(C2C=C1)=O)C(C)(C)C)=O 2,6-di-tert-butylanthraquinone